C1(=CC=CC=C1)NS(=O)(=O)C1=CC=C(CBr)C=C1 4-(phenylaminosulfonyl)benzyl bromide